N1(CCCCC1)S(=O)(=O)C1=C(C(=O)NC2=CC(=CC=C2)C(F)(F)F)C=CC=C1 2-(piperidin-1-ylsulfonyl)-N-(3-(trifluoromethyl)phenyl)benzamide